ClC=1C=C(C=CC1Cl)N1C(N(C(N(C1=O)C1=CC(=C(C=C1)Cl)Cl)=O)C1=CC(=C(C=C1)Cl)Cl)=O tris-(3,4-dichlorophenyl)-1,3,5-triazine-2,4,6-trione